C(C)(C)(C)OC(=O)N(C=1C(=CC(=NC1)C(=O)O[Li])OC)CC#C lithio 5-{[(tert-butoxy)carbonyl](prop-2-yn-1-yl)amino}-4-methoxypyridine-2-carboxylate